C(C)NC1=CC(=CC(=N1)N1C(C2=CC(=CC(=C2C1)C(F)(F)F)COCC(C)(C)O)=O)C1=C(C=C(C=C1)F)C1=NN=CN1C 2-[6-(ethylamino)-4-[4-fluoro-2-(4-methyl-1,2,4-triazol-3-yl)phenyl]pyridin-2-yl]-6-[(2-hydroxy-2-methylpropyloxy)methyl]-4-(trifluoromethyl)-3H-isoindol-1-one